(R)-tert-butyl (3-((2-((3-((4-hydroxy-1-(3-phenylbutanoyl)piperidin-4-yl)methyl)-4-oxo-3,4-dihydroquinazolin-7-yl)(methyl)amino)ethyl)(methyl)amino)propyl)carbamate OC1(CCN(CC1)C(C[C@@H](C)C1=CC=CC=C1)=O)CN1C=NC2=CC(=CC=C2C1=O)N(CCN(CCCNC(OC(C)(C)C)=O)C)C